BrC1=CC2=C(O[C@@H](C(N2[C@@H](C)C2=CC=CC=C2)=O)C)C=C1[N+](=O)[O-] (R)-6-bromo-2-methyl-7-nitro-4-((S)-1-phenylethyl)-2H-benzo[b][1,4]oxazin-3(4H)-one